(S)-N-(6-fluoro-3,4-dihydronaphthalen-1(2H)-ylidene)-2-methylpropane-2-sulfinamide FC=1C=C2CCCC(C2=CC1)=N[S@@](=O)C(C)(C)C